tert-butyl ((3S,5S)-1-benzyl-5-((6-(4-fluorophenyl)-1H-indole-2-carboxamido)methyl)pyrrolidin-3-yl)carbamate C(C1=CC=CC=C1)N1C[C@H](C[C@H]1CNC(=O)C=1NC2=CC(=CC=C2C1)C1=CC=C(C=C1)F)NC(OC(C)(C)C)=O